6-[3-[1-[2-(aminomethyl)-3,3-difluoro-allyl]-5-oxo-1,2,4-triazol-4-yl]-2-methyl-phenyl]-8-methyl-3,4-dihydro-1H-quinolin-2-one NCC(CN1N=CN(C1=O)C=1C(=C(C=CC1)C=1C=C2CCC(NC2=C(C1)C)=O)C)=C(F)F